C(=O)C=1C=CC(=NC1)C12CC(C1)(C2)NC(OC(C)(C)C)=O tert-butyl (3-(5-formylpyridin-2-yl)bicyclo[1.1.1]pentan-1-yl)carbamate